α,α,β,β-tetradeutero-N,N-di(trideuteromethyl)tryptamine [2H]C(N(C([2H])([2H])[2H])C([2H])([2H])[2H])(C(C1=CNC2=CC=CC=C12)([2H])[2H])[2H]